(R)-N-(5-(5-(difluoromethyl)-1,2,4-oxadiazol-3-yl)-2,3-dihydro-1H-inden-1-yl)-2-fluoro-5-(hydroxymethyl)benzamide FC(C1=NC(=NO1)C=1C=C2CC[C@H](C2=CC1)NC(C1=C(C=CC(=C1)CO)F)=O)F